phosphorus fluoride sulfonium salt [SH3+].P(F)(F)F